NC1=NC(=C(C(=N1)Cl)N)Cl 2,5-diamino-4,6-dichloropyrimidine